NC1=CC=C(C(=N1)C1=C(C=C2C(=NC(=NC2=C1)OC[C@H]1N(CC[C@@H]1F)C)N1CCN(CC1)C(C=C)=O)Cl)C(F)(F)F 1-[4-[7-[6-amino-3-(trifluoromethyl)-2-pyridyl]-6-chloro-2-[[(2R,3S)-3-fluoro-1-methyl-pyrrolidin-2-yl]methoxy]quinazolin-4-yl]piperazin-1-yl]prop-2-en-1-one